CC1=C(OC(C(=O)OCC)(C)C)C(=CC(=C1)CN1N=CN(C1=O)C1=C(C=CC=C1)C(F)(F)F)C Ethyl 2-(2,6-dimethyl-4-((5-oxo-4-(2-(trifluoromethyl) phenyl)-4,5-dihydro-1H-1,2,4-triazol-1-yl)methyl)phenoxy)-2-methylpropionate